N-(4-tert-butylphenyl)-5-phenyl-1,3,4-thiadiazol-2-amine C(C)(C)(C)C1=CC=C(C=C1)NC=1SC(=NN1)C1=CC=CC=C1